COC=1C=C(C=C(C1OC)[Se]C)C(\C(=C\C1=CC(=C(C=C1)OC)O)\C)=O (E)-1-(3,4-dimethoxy-5-(methylseleno)phenyl)-3-(3-hydroxy-4-methoxyphenyl)-2-methylpropan-2-en-1-one